C1=NC=C(C2=CC=CC=C12)N1C(N(C[C@H]1C#N)C1=CC(=CC=C1)S(=O)(=O)C)=O (S)-3-(isoquinolin-4-yl)-1-(3-(methylsulfonyl)phenyl)-2-oxoimidazoline-4-carbonitrile